CC1C[C@]2(CCC=3C(=NC(=NC3C2=O)OC[C@H]2N(CCC2)C)N2C[C@@H](NCC2)CC#N)CC2=CC=CC=C12 2-((2S)-4-((2R)-4-methyl-2'-(((S)-1-methylpyrrolidin-2-yl)methoxy)-8'-oxo-3,4,5',8'-tetrahydro-1H,6'H-spiro[naphthalene-2,7'-quinazolin]-4'-yl)piperazin-2-yl)acetonitrile